F[C@@H]1C2CC[C@@H](C[C@@H]1N(C=1N=CC(=NC1)C1=C(C=C(C=C1)[C@@H]1COCC1)O)C)N2 2-(5-{[(2R,3S,5S)-2-fluoro-8-azabicyclo[3.2.1]octan-3-yl](methyl)amino}pyrazin-2-yl)-5-[(3R)-oxolan-3-yl]phenol